N(=O)C1=C(C=C(C=C1)N(CC)CCC)O 2-nitroso-5-(N-ethylpropylamino)phenol